Phenylene sulfone C=12C(=CC=CC1)S2(=O)=O